BrC=1C=CC(=C2C(=CNC12)C#N)Cl 7-Bromo-4-chloro-1H-indole-3-carbonitrile